CN1CC(C1)(C)[C@@](C=1C=C(C=NC1)N1C(OC2(CC(C2)(C)C)C1)=O)(C1=CC=C(C=C1)C(C)C)O 7-{5-[(R)-(1,3-Dimethyl-azetidin-3-yl)-hydroxy-(4-isopropyl-phenyl)-methyl]-pyridin-3-yl}-2,2-dimethyl-5-oxa-7-aza-spiro[3.4]octan-6-one